C(C)(C)C1CS(C2=C(C(=C(N=C12)CCC1CCOCC1)C=1OC(=NN1)C)C1=CC2=C(N(C(O2)=O)CC2=NC=C(C#N)C=C2)C=C1)(=O)=O 6-[(6-(3-isopropyl-6-(5-methyl-1,3,4-oxadiazol-2-yl)-1,1-dioxo-5-[2-(tetrahydro-2H-pyran-4-yl)ethyl]-1λ6-thia-4-aza-7-indanyl)-2-oxo-1,3-benzoxazol-3-yl)methyl]nicotinonitrile